Cl.NCCCCCCCCNC1=C2C(N(C(C2=CC=C1)=O)C1C(NC(CC1)=O)=O)=O ((8-aminooctyl)amino)-2-(2,6-dioxopiperidin-3-yl)isoindoline-1,3-dione hydrochloride